FC(C1=CC(=NC=C1)N1N=CC(=C1)S(=O)(=O)N)F 1-[4-(difluoromethyl)pyridin-2-yl]pyrazole-4-sulfonamide